N-[1-[5-bromo-2-[5-(difluoromethoxy)-2-pyridyl]-1,2,4-triazol-3-yl]ethyl]-2-(1-cyanocyclopropyl)-6-(trifluoromethyl)pyridine-4-carboxamide BrC=1N=C(N(N1)C1=NC=C(C=C1)OC(F)F)C(C)NC(=O)C1=CC(=NC(=C1)C(F)(F)F)C1(CC1)C#N